NC([C@H](CCC(=O)OC(C)(C)C)N1C(C2=CC=CC(=C2C1)O)=O)=O tert-butyl (S)-5-amino-4-(4-hydroxy-1-oxoisoindolin-2-yl)-5-oxopentanoate